6-(2-pyridinyl)-N2-tetrahydrofuran-3-ylpyridine-2,3-diamine N1=C(C=CC=C1)C1=CC=C(C(=N1)NC1COCC1)N